NC[C@H]1CN(C(O1)=O)C1=CC=C(C=C1)N1C(COCC1)=O 4-[4-[(5S)-5-(aminomethyl)-2-oxo-3-oxazolidinyl]phenyl]-3-morpholone